NC1CCC(CC1)N(C)CC1CCN(CC1)C1=CC=C(C=C1)C1C(NC(CC1)=O)=O 3-[4-[4-[[(4-aminocyclohexyl)-methyl-amino]methyl]-1-piperidyl]phenyl]piperidine-2,6-dione